ClCC1=NC2=C(N1CC1(CC1)CC#N)C=C(C=C2)C(=O)OCC ethyl 2-(chloromethyl)-1-((1-(cyanomethyl)cyclopropyl)methyl)-1H-benzo[d]imidazole-6-carboxylate